(2s,3s,11bs)-3-(2,2-dimethylpropyl)-9,10-dimethoxy-1h,2h,3h,4h,6h,7h,11bh-pyrido[2,1-a]isoquinolin-2-ol CC(C[C@@H]1[C@H](C[C@@H]2N(CCC3=CC(=C(C=C23)OC)OC)C1)O)(C)C